C1(CCCCC1)NC1=NC(=NC2=CC=CC=C12)NC1=CC=CC=C1 N4-cyclohexyl-N2-phenylquinazoline-2,4-diamine